C(CCCC)C(CC)S(=O)(=O)O 1-pentyl-1-propanesulfonic acid